3-(6-bromo-3-pyridinyl)azetidine-1-carboxylic acid tert-butyl ester C(C)(C)(C)OC(=O)N1CC(C1)C=1C=NC(=CC1)Br